CC1=NOC2=C1C=CC(=C2)N 3-methylbenzo[d]isoxazol-6-amin